C(#N)C1=CC(=C(C=C1)C1=CC=C(C=N1)CCNC(OC(C)(C)C)=O)O tert-Butyl N-[2-[6-(4-cyano-2-hydroxyphenyl)pyridin-3-yl]ethyl]carbamate